BrCC1=C([C@@H](N=C(N1)C=1SC=CN1)C1=C(C=C(C=C1)F)C)C(=O)OCC ethyl (S)-6-(bromomethyl)-4-(4-fluoro-2-methylphenyl)-2-(thiazol-2-yl)-1,4-dihydropyrimidine-5-carboxylate